tert-butyl 3-hydroxy-5-methyl-3,6-dihydropyridine-1(2H)-carboxylate OC1CN(CC(=C1)C)C(=O)OC(C)(C)C